C(=S)S.NC1=NC2=CC=CC=C2C(N1)=O 2-amino-4-oxo-quinazoline dithio-formate